(N,N'-diisopropyl-dimethylguanidino)(dimethylamino)germanium (II) C(C)(C)N(C(=NC(C)C)N(C)C)[Ge]N(C)C